C1(=CC=CC=C1)C1=CC2=CNC(C=C2OC1=O)=O 3-phenyl-2H,6H,7H-pyrano[3,2-c]pyridine-2,7-dione